2-[[(2S)-1-[6-oxo-5-(trifluoromethyl)-1,6-dihydropyridazin-4-yl]pyrrolidin-2-yl]methoxy]pyridine-4-carboxylic acid O=C1C(=C(C=NN1)N1[C@@H](CCC1)COC1=NC=CC(=C1)C(=O)O)C(F)(F)F